C(N)(OCCC[C@@H](C=1OC(=CN1)C1=CC=CC=C1)NC(=O)C1=CC2=CC=CC(=C2C=C1OC)OC)=O (S)-(4-(3,5-dimethoxy-2-naphthamido)-4-(5-phenyloxazol-2-yl) butyl) carbamate